tert-butyl (3-(3-(4-fluorophenyl)-4-(6-phenylfuro[2,3-d]pyrimidin-4-yl)-1H-pyrazol-1-yl)propyl)carbamate FC1=CC=C(C=C1)C1=NN(C=C1C=1C2=C(N=CN1)OC(=C2)C2=CC=CC=C2)CCCNC(OC(C)(C)C)=O